ClC1=CC(=C(C(=C1)F)C(C)=O)F 1-(4-chloro-2,6-difluorophenyl)ethan-1-one